N-phenyl-N-propyl-N'-(3-(1-isobutyl-1,2,3,6-tetrahydropyridin-4-yl)-1H-indol-5-yl)urea C1(=CC=CC=C1)N(C(=O)NC=1C=C2C(=CNC2=CC1)C=1CCN(CC1)CC(C)C)CCC